C(C)(C)OC(=O)C1CCCCC1 cyclohexanecarboxylic acid isopropyl ester